5-(3-(1-methyl-1H-pyrazol-4-yl)pyrazolo[1,5-a]pyridin-5-yl)-N-((1-(trifluoromethyl)cyclopropyl)methyl)-7H-pyrrolo[2,3-d]pyrimidin-2-amine CN1N=CC(=C1)C=1C=NN2C1C=C(C=C2)C2=CNC=1N=C(N=CC12)NCC1(CC1)C(F)(F)F